ClC=1C(=CC(=C(C1)NC(=O)N1[C@@H]2CC[C@H]1CC1=NC(=CC=C12)F)F)C(F)(F)F (5R,8S)-N-(5-chloro-2-fluoro-4-(trifluoromethyl)phenyl)-2-fluoro-6,7,8,9-tetrahydro-5H-5,8-epiminocyclohepta[b]pyridine-10-carboxamide